3-(2-((5-((4-fluorophenoxy)methyl)-1,3,4-oxadiazol-2-yl)thio)ethyl)-6-chloroquinazolin-4(3H)-one FC1=CC=C(OCC2=NN=C(O2)SCCN2C=NC3=CC=C(C=C3C2=O)Cl)C=C1